FC(C(=O)O)(F)F.C(C=C)[C@H]1NCCC1 (2S)-2-allyl-pyrrolidine (trifluoroacetate)